C[C@H]1C(N(CC2N(O[C@@H](C(N21)=O)CC2CCCCC2)C(=O)OC)CC)=O (3R,6S)-methyl 6-methyl-3-cyclohexylmethyl-8-ethyl-4,7-dioxohexahydropyrazino[2,1-c][1,2,4]oxadiazine-1(6H)-carboxylate